C(C)OP(=O)(OCC)C(C1=CC2=C(SC(=C2)C(=O)OC(C)(C)C)C=C1)O tert-butyl 5-((diethoxyphosphoryl)(hydroxy)methyl)benzo[b]thiophene-2-carboxylate